isopropylthiophene-3-carbonitrile C(C)(C)C=1SC=CC1C#N